N-(4,6-dimethyl-2-pyrimidinyl)-N-methylglycine ethyl ester C(C)OC(CN(C)C1=NC(=CC(=N1)C)C)=O